rel-(1R,2S,5S)-2-azido-5-(benzyloxy)cyclopentan-1-ol N(=[N+]=[N-])[C@@H]1[C@H]([C@H](CC1)OCC1=CC=CC=C1)O |o1:3,4,5|